1-(tert-butyl) 2-methyl (2R,4S)-4-((tert-butyldimethylsilyl)oxy)-2-(3-chloropropyl)pyrrolidine-1,2-dicarboxylate [Si](C)(C)(C(C)(C)C)O[C@H]1C[C@@](N(C1)C(=O)OC(C)(C)C)(C(=O)OC)CCCCl